NC1=NNC2=CC=C(C=C12)C1=C2C(=NC=C1)NC(=C2)C=2C=C(C=CC2)NS(=O)(=O)C2=CC=C(C=C2)C N-(3-(4-(3-amino-1H-indazol-5-yl)-1H-pyrrolo[2,3-b]pyridin-2-yl)phenyl)-4-methylbenzenesulfonamide